ClCC1=CC(=NO1)CC 5-(chloromethyl)-3-ethylisoxazole